3-(4-chlorophenyl)-1,2,4-oxadiazole-5-carboxylic acid ClC1=CC=C(C=C1)C1=NOC(=N1)C(=O)O